3-acrylamido-1-(4-(trifluoromethyl)phenyl)-1,2,3,4-tetrahydroquinoline-5-carboxamide C(C=C)(=O)NC1CN(C=2C=CC=C(C2C1)C(=O)N)C1=CC=C(C=C1)C(F)(F)F